hexane-d14 C(C(C(C(C(C([2H])([2H])[2H])([2H])[2H])([2H])[2H])([2H])[2H])([2H])[2H])([2H])([2H])[2H]